tert-Butyl 4-[5-amino-3-(4-bromophenyl)-4-cyano-pyrazol-1-yl]-3,3-difluoro-pyrrolidine-1-carboxylate NC1=C(C(=NN1C1C(CN(C1)C(=O)OC(C)(C)C)(F)F)C1=CC=C(C=C1)Br)C#N